benzyl 4-methyl (3R,4S,5R)-3-((2-fluoro-4-(trifluoromethyl)phenyl)carbamoyl)-5-(4-(methylamino)phenyl)piperidine-1,4-dicarboxylate FC1=C(C=CC(=C1)C(F)(F)F)NC(=O)[C@H]1CN(C[C@H]([C@@H]1C(=O)OC)C1=CC=C(C=C1)NC)C(=O)OCC1=CC=CC=C1